C(#N)C1=CC(=CC=2N=C(OC21)C=2C(=C(C=CC2)C2=C(C(=CC=C2)C=2OC1=C(N2)CN(C1)C(CN(C)C)=O)C)C)CN1CC(C1)C(=O)O 1-((7-cyano-2-(3'-(5-(dimethylglycyl)-5,6-dihydro-4H-pyrrolo[3,4-d]oxazol-2-yl)-2,2'-dimethyl-[1,1'-biphenyl]-3-yl)benzo[d]oxazol-5-yl)methyl)azetidine-3-carboxylic acid